4-[2-Methoxyimino-6-[(1-methylcyclopropyl)sulfamoyl]-3-[(1-methylpyrazol-4-yl)methyl]-4-oxo-1H-quinazolin-8-yl]-N,N-dimethylbenzamide CON=C1NC2=C(C=C(C=C2C(N1CC=1C=NN(C1)C)=O)S(NC1(CC1)C)(=O)=O)C1=CC=C(C(=O)N(C)C)C=C1